2-((((((S)-1-(icosyloxy)-1-oxo-3-phenylpropan-2-yl)amino)(phenoxy)phosphoryl)oxy)methyl)tetrahydrofuran-3-yl icosanoate C(CCCCCCCCCCCCCCCCCCC)(=O)OC1C(OCC1)COP(=O)(OC1=CC=CC=C1)N[C@H](C(=O)OCCCCCCCCCCCCCCCCCCCC)CC1=CC=CC=C1